N1(CCC1)C[C@@H](C(=O)NC(C)(C)C1=C(C(=CC=C1)C)Cl)C (S)-3-(azetidin-1-yl)-N-(2-(2-chloro-3-methylphenyl)propan-2-yl)-2-methylpropanamide